3-methylimidazo[1,2-a]pyridine-7-carboxylic acid methyl ester COC(=O)C1=CC=2N(C=C1)C(=CN2)C